CN(S(=O)(=O)C1=CC=C(C=C1)S(=O)(=O)Cl)C 4-(N,N-dimethylsulfamoyl)benzene-1-sulfonyl chloride